C(C)OC1=C(C(N(C=C1)C1=CC=C(C=C1)F)=O)C(=O)Cl 4-ethoxy-1-(4-fluorophenyl)-2-oxo-1,2-dihydropyridine-3-carbonyl chloride